(2R)-N-((S)-(3-chloro-4-fluorophenyl)(cis-3-(difluoromethoxy)cyclobutyl)methyl)-2-methyl-3-oxopiperazine-1-carboxamide ClC=1C=C(C=CC1F)[C@@H](NC(=O)N1[C@@H](C(NCC1)=O)C)[C@@H]1C[C@@H](C1)OC(F)F